(±)-(3aR,12bR)-11-methoxy-3-methyl-2,3,3a,4,5,12b-hexahydropyrrolo[3',2':3,4]pyrido[2,1-b]quinazolin-7(1H)-one COC=1C=CC=C2C(N3C(=NC12)[C@H]1[C@@H](CC3)N(CC1)C)=O |r|